FC=1C=C(N(C(COC)=O)C2=CC=C(C(=N2)C(NC2C(CC2)(C)C)=O)OC(COC)=O)C=C(C1)F 2-methoxyacetic acid [6-(3,5-difluoro-N-(2-methoxyacetyl) anilino)-2-[(2,2-dimethylcyclobutyl) carbamoyl]-3-pyridinyl] ester